C1(=CC=C(C=C1)NC1=CC=CC2=C1SC1=C2C=CC=C1)C1=CC=CC=C1 N-(4-biphenylyl)dibenzo[b,d]Thiophene-4-amine